2-[2-[2-[3-[1-(2,6-dioxo-3-piperidyl)-3-methyl-2-oxo-benzimidazol-4-yl]propoxyl-ethoxy]ethoxy]ethoxy]acetic acid O=C1NC(CCC1N1C(N(C2=C1C=CC=C2CCCOCCOCCOCCOCC(=O)O)C)=O)=O